O1CCCCC12NC(CCC2)=O 1-oxa-7-azaspiro[5.5]undecane-8-one